CN(C)CC1=C(C=CC(=N1)NC1=CC2=C(C=N1)SC(=N2)C=2C=NC=CC2C)N2CCOCC2 6-[(Dimethylamino)methyl]-N-[2-(4-methylpyridin-3-yl)-[1,3]thiazolo[5,4-c]pyridin-6-yl]-5-(morpholin-4-yl)pyridin-2-amine